CN(C(O[C@@H]1S[C@@H](CN1)N1C(N=C(C=C1)N)=O)=O)CC#C ((2r,5s)-5-(4-amino-2-oxopyrimidin-1(2H)-yl)-1,3-thiazolidin-2-yl) methylpropan-2-yn-1-ylcarbamate